[Si](C1=CC=CC=C1)(C1=CC=CC=C1)(C(C)(C)C)O[C@@H]1[C@](COC1)(C#N)N1CCC(CC1)NC(OCC1=CC=CC=C1)=O benzyl N-[1-[(3R,4R)-4-[tert-butyl(diphenyl)silyl]oxy-3-cyano-tetrahydrofuran-3-yl]-4-piperidyl]carbamate